CN1C(N(CC1)[C@H]1CNCCC1)=O (R)-3-(3-methyl-2-oxoimidazolin-1-yl)piperidin